FC(CN(CCC(C(=O)O)NC(=O)N1CC(CC1)F)CCCCC1=NC=2NCCCC2C=C1)COC 4-[[2-fluoro-3-methoxy-propyl]-[4-(5,6,7,8-tetrahydro-1,8-naphthyridin-2-yl)butyl]amino]-2-[[3-fluoropyrrolidine-1-carbonyl]amino]butanoic acid